C(CC(=O)OC1=C(C=CC=C1)C)(=O)OBr bromo (O-tolyl) malonate